5-(4-ethylphenyl)-2-aminobenzoxazole C(C)C1=CC=C(C=C1)C=1C=CC2=C(N=C(O2)N)C1